Ethyl 2-(trans-4-((4-(1-isopropyl-1H-pyrazol-4-yl)pyridin-2-yl)((trans-4-(5-methoxy-6-methylpyridin-2-yl) cyclohexyl)methyl)carbamoyl) cyclohexyl)acetate C(C)(C)N1N=CC(=C1)C1=CC(=NC=C1)N(C(=O)[C@@H]1CC[C@H](CC1)CC(=O)OCC)C[C@@H]1CC[C@H](CC1)C1=NC(=C(C=C1)OC)C